5-acetyl-2-ethyl-3-(4-fluorophenyl)-7-methylisoquinolin-1(2H)-one C(C)(=O)C1=C2C=C(N(C(C2=CC(=C1)C)=O)CC)C1=CC=C(C=C1)F